COC(=O)C1=CC(C2N(CCC3=CC(=CC=C23)Br)C1)=C 9-bromo-1-methylene-1,6,7,11b-tetrahydro-4H-pyrido[2,1-a]isoquinoline-3-carboxylic acid methyl ester